[Si](C)(C)(C(C)(C)C)NS(=O)(=NC(NC1=C2CCCC2=CC=2CCCC12)=O)C=1C=NN2C1OC[C@@H](C2)N(C(OC(C)(C)C)=O)C Tert-butyl (R)-3-(N-(tert-butyldimethylsilyl)-N'-(1,2,3,5,6,7-hexahydro-s-indacen-4-ylcarbamoyl)sulfamimidoyl)-6,7-dihydro-5H-pyrazolo[5,1-b][1,3]oxazin-6-yl(methyl)carbamate